N1(CCCC1)C1=CC(=C(C=O)C=C1)C(F)(F)F 4-(pyrrolidin-1-yl)-2-(trifluoromethyl)benzaldehyde